CC1=CC=C(C=C1)S(=O)O.C(C1=CC=CC=C1)N tolueneamine p-toluenesulfinate